5-(5-chloro-2-(2-fluoro-4-methoxyphenylamino)pyrimidin-4-ylamino)benzo[d]oxazol-2(3H)-one trifluoroacetate salt FC(C(=O)O)(F)F.ClC=1C(=NC(=NC1)NC1=C(C=C(C=C1)OC)F)NC=1C=CC2=C(NC(O2)=O)C1